O1C(CCC1)COC(=O)C1=C(NC=2C[C@H](CC(C2[C@@H]1C1=CC(=CC=C1)O)=O)C1=C(C=CC=C1)OC)C (4S,7R)-4-(3-hydroxyphenyl)-7-(2-methoxyphenyl)-2-methyl-5-oxo-1,4,5,6,7,8-hexahydro-3-quinolinecarboxylic acid tetrahydro-2-furanylmethyl ester